FC(OC=1C=C(C=CC1C=O)NC([C@H](C)C1=CC=CC=C1)=O)F |r| (2RS)-N-[3-(difluoromethoxy)-4-formylphenyl]-2-phenylpropanamide